OC1C(OC2=C1C=C(C(=C2)NC(=O)C=2C=NN1C2N=CC=C1)N1CCOCC1)(C)C N-(3-hydroxy-2,2-dimethyl-5-morpholino-2,3-dihydrobenzofuran-6-yl)pyrazolo[1,5-a]pyrimidine-3-carboxamide